C=C1CCC(CC1)C1(CCCCC1)O 4'-methylenebicyclohexanol